FC=1C=C(C(=O)NC2=CC(=CC=C2)C2=CC3=C(N(C=N3)C)C=C2C(F)(F)F)C=CC1[N+](=O)[O-] 3-fluoro-N-(3-(1-methyl-6-(trifluoromethyl)-1H-benzo[d]imidazol-5-yl)phenyl)-4-nitrobenzamide